1-tert-butyl 3-methyl 2-(4-bromo-3-fluoropyridin-2-yl)propanedioate BrC1=C(C(=NC=C1)C(C(=O)OC(C)(C)C)C(=O)OC)F